BrCC1=NC(=CC(=C1)NC(CCCCC(=O)OC)=O)CBr methyl 6-((2,6-bis(bromomethyl) pyridin-4-yl) amino)-6-oxohexanoate